C(C)(C)(C)OC(=O)N1C=C(C2=CC(=CC=C12)OC)B(O)O 1-(TERT-BUTOXYCARBONYL)-5-METHOXY-1H-INDOL-3-YLBORONIC ACID